5-((1R,3R)-3-(3,5-bis(trifluoromethyl)phenyl)-2,2-dichlorocyclopropane-1-carboxamido)-2-chloro-N-(3-(2,2-difluoroacetamido)-2,4-difluorophenyl)benzamide Nonaflat S(=O)(=O)(O)C(F)(F)C(F)(F)C(F)(F)C(F)(F)F.FC(C=1C=C(C=C(C1)C(F)(F)F)[C@@H]1C([C@H]1C(=O)NC=1C=CC(=C(C(=O)NC2=C(C(=C(C=C2)F)NC(C(F)F)=O)F)C1)Cl)(Cl)Cl)(F)F